N,N-diethylaminotriethoxysilane C(C)N(CC)[Si](OCC)(OCC)OCC